6,6-diiodo-1-hexene IC(CCCC=C)I